2-Oxa-7-aza-spiro[4.4]nonane-7-carboxylic acid [4-methoxy-7-(tetrahydropyran-4-yl)-thiazolo[4,5-c]pyridin-2-yl]-amide COC1=NC=C(C2=C1N=C(S2)NC(=O)N2CC1(CCOC1)CC2)C2CCOCC2